P(=O)([O-])([O-])[O-].[Zr+4].[Li+].[Fe+2] iron lithium zirconium phosphate